CC1=CN(C2=NC=CC=C21)C(C(=O)O)C 2-(3-methyl-1H-pyrrolo[2,3-b]pyridin-1-yl)propanoic acid